2-bromo-1-(2,2-diethoxyethoxy)-4-isopropylbenzene BrC1=C(C=CC(=C1)C(C)C)OCC(OCC)OCC